CC=1C=CC(=C(C(=O)O)C1)NC1=CC=C(C=C1)C 5-methyl-2-(p-toluylamino)benzoic acid